C(\C=C\CCCCCCCCCCC(=O)O)C(=O)O trans-2-tridecene-1,13-dicarboxylic acid